COCC(C)SC(C)CC(C(CC)C)=O 2-(2-Methoxy-1-methyl-ethyl)sulfanyl-5-methyl-heptan-4-one